ClC1=CC=C(C=C1)C1=CC(=NC(=N1)C=1C=NC=CC1)N1C[C@@H](NCC1)C(=O)OC methyl (R)-4-(6-(4-chlorophenyl)-2-(pyridin-3-yl)pyrimidin-4-yl)piperazine-2-carboxylate